(S)-2-(4-(2-((4-chlorobenzyl)oxy)pyrimidin-4-yl)-2,5-difluorobenzyl)-1-(4,4-dimethyltetrahydrofuran-3-yl)-1H-benzo[d]imidazole-6-carboxylic acid ClC1=CC=C(COC2=NC=CC(=N2)C2=CC(=C(CC3=NC4=C(N3[C@@H]3COCC3(C)C)C=C(C=C4)C(=O)O)C=C2F)F)C=C1